FC=1C=C(CC2CCN(CC2)C(C2=C(N=CC=C2)C2=NC=NC=C2)=O)C=C(C1)F 4-(3,5-difluorobenzyl)-1-(2-(pyrimidin-4-yl)nicotinoyl)piperidine